C1(CCCCC1)[C@H]1[C@H](C2=CC=C(C=C2CC1)O)C1=CC(=C(C=C1)N1CCC(CC1)C=O)F 1-(4-((1S,2S)-2-cyclohexyl-6-hydroxy-1,2,3,4-tetrahydronaphthalen-1-yl)-2-fluorophenyl)piperidine-4-carbaldehyde